OC1C(C(C(C1)=O)CC=CCCCC(=O)O)C=CC(CCCCC)O 7-[3-hydroxy-2-(3-hydroxyoct-1-enyl)-5-oxo-cyclopentyl]hept-5-enoic acid